1-tert-butylpyrazole C(C)(C)(C)N1N=CC=C1